COC(CC=1OC=CC(C1)=O)CCCC(CCCCCCCCCC)OC 2,6-dimethoxyhexadecyl-4-pyrone